tert-butyl (2R,5S)-4-(1-(4-cyanopyridin-2-yl)-3-(difluoromethyl)-1H-pyrrolo[3,2-c]pyridin-4-yl)-2,5-dimethylpiperazine-1-carboxylate C(#N)C1=CC(=NC=C1)N1C=C(C=2C(=NC=CC21)N2C[C@H](N(C[C@@H]2C)C(=O)OC(C)(C)C)C)C(F)F